potassium (S)-3-((((S)-1-(3,3-diphenylpropyl)-3-methylpyrrolidin-3-yl)oxy)carbonyl)-5-(methoxycarbonyl)-2,6-dimethyl-4-(3-nitrophenyl)-4H-pyridine C1(=CC=CC=C1)C(CCN1C[C@@](CC1)(C)OC(=O)[C@@H]1C(=NC(=C(C1C1=CC(=CC=C1)[N+](=O)[O-])C(=O)OC)C)C)C1=CC=CC=C1.[K]